ClC1=CC=C(C=C1)C1=C2C(N(C(C2=C(C=C1C(CC)(O)C1(CCN(CC1)C)F)F)(OC)C1=CC=C(C=C1)Cl)CCC(=O)OCC)=O ethyl (3S)-4-(4-chlorophenyl)-3-(1-(4-chlorophenyl)-7-fluoro-5-(1-(4-fluoro-1-methylpiperidin-4-yl)-1-hydroxypropyl)-1-methoxy-3-oxoisoindolin-2-yl)propanoate